C(C)(C)C1=NC(=CC(=C1)B1OC(C(O1)(C)C)(C)C)C 2-isopropyl-6-methyl-4-(4,4,5,5-tetramethyl-1,3,2-dioxaborolan-2-yl)pyridine